CS(=O)(=O)NCC1N(CC2(C1)CCN(CC2)C=2C1=C(N=C(N2)C2=CC=NC=C2)C=NC=C1)C(=O)OCC1=CC=CC=C1 benzyl 3-(methylsulfonamidomethyl)-8-(2-(pyridin-4-yl) pyrido[3,4-d]pyrimidin-4-yl)-2,8-diazaspiro[4.5]decane-2-carboxylate